tert-Butyl 4-(6,7-dichloro-1-(4,6-diisopropylpyrimidin-5-yl)-2-oxo-1,2-dihydropyrido[2,3-d]pyrimidin-4-yl)-3-methylpiperazine-1-carboxylate ClC1=CC2=C(N(C(N=C2N2C(CN(CC2)C(=O)OC(C)(C)C)C)=O)C=2C(=NC=NC2C(C)C)C(C)C)N=C1Cl